C(C)OC(=O)C=1NC2=C(C(=CC=C2C1)C(=O)OCC)F 7-fluoro-1H-indole-2,6-dicarboxylic acid diethyl ester